CC1=C(C(=CC=C1)C)C1=NC=2NS(C=3C=CC=C(C(N(C(CCC(=C1)C2)CC(C)C)C2CC1(CC1)C2)=O)C3)(=O)=O 6-(2,6-Dimethylphenyl)-11-isobutyl-2,2-dioxo-12-spiro[2.3]hexan-5-yl-2λ6-thia-3,5,12-triazatricyclo[12.3.1.14,8]nonadeca-1(18),4(19),5,7,14,16-hexaen-13-one